BrC1=CC=C(C=C1)/C=C/C(=O)N1CCN(CC1)C(C1=CN=C(C=C1)OCCOC)=O (E)-3-(4-bromophenyl)-1-(4-(6-(2-methoxyethoxy)nicotinoyl)piperazin-1-yl)prop-2-en-1-one